N-(5-((R or S)-1-amino-2,2,2-trifluoroethyl)-2-methoxyphenyl)-3-(3-fluoro-4-methylphenyl)-3-(1,2,4-thiadiazol-5-yl)pyrrolidine-1-carboxamide N[C@@H](C(F)(F)F)C=1C=CC(=C(C1)NC(=O)N1CC(CC1)(C1=NC=NS1)C1=CC(=C(C=C1)C)F)OC |o1:1|